(R)-3-amino-1-(6-((6-amino-9H-purin-9-yl)methyl)-5-bromo-4-fluoro-2,3-dihydrobenzofuran-7-yl)-N-cyclopropylpyrrolidine-3-carboxamide N[C@]1(CN(CC1)C1=C(C(=C(C=2CCOC21)F)Br)CN2C1=NC=NC(=C1N=C2)N)C(=O)NC2CC2